OC[C@@]1(OC2=C(C1)C=C(C(=C2)N2CCOCC2)NC(=O)C2=CC=C1N2N=CC=C1)C N-[(2R)-2-(Hydroxymethyl)-2-methyl-6-morpholino-3H-benzofuran-5-yl]pyrrolo[1,2-b]pyridazine-7-carboxamide